Cl.FC=1C=C(C(=NC1)OC)[C@@H]1CNCC1 (R)-5-fluoro-2-methoxy-3-(pyrrolidin-3-yl)pyridine hydrochloride